5-{(4-carboxybutyl)[2-(2-{[4-(5-cyano-1,3-benzoxazol-2-yl)benzyl]oxy}phenyl)ethyl]amino}-5,6,7,8-tetrahydroquinoline-2-carboxylic acid C(=O)(O)CCCCN(C1C=2C=CC(=NC2CCC1)C(=O)O)CCC1=C(C=CC=C1)OCC1=CC=C(C=C1)C=1OC2=C(N1)C=C(C=C2)C#N